4-(oxetan-3-yloxy)-5-(trifluoromethyl)-N-[(1R,3S)-3-[7-(trifluoromethyl)-[1,2,4]triazolo[4,3-a]pyridin-3-yl]cyclohexyl]pyrimidin-2-amine O1CC(C1)OC1=NC(=NC=C1C(F)(F)F)N[C@H]1C[C@H](CCC1)C1=NN=C2N1C=CC(=C2)C(F)(F)F